3-(2-furyl)-5-amino-1H-1,2,4-triazole O1C(=CC=C1)C1=NNC(=N1)N